3-(2-(diethylamino)ethyl)-1H-indazol-4-ol C(C)N(CCC1=NNC=2C=CC=C(C12)O)CC